5-oxo-4-[(1-phenyl-1H-pyrazol-4-yl)formamido]pentanoic acid O=CC(CCC(=O)O)NC(=O)C=1C=NN(C1)C1=CC=CC=C1